2-(4-methoxyphenyl)-4,5-diphenyl-imidazole COC1=CC=C(C=C1)C=1NC(=C(N1)C1=CC=CC=C1)C1=CC=CC=C1